BrC=1C=C(C(C=O)=CC1)O 4-bromosalicylaldehyde